2-[[4-chloro-6-(1,1-difluoroethyl)pyrrolo[2,3-d]pyrimidin-7-yl]methoxy]ethyl-trimethyl-silane ClC=1C2=C(N=CN1)N(C(=C2)C(C)(F)F)COCC[Si](C)(C)C